N1N=CC2=C(C=CC=C12)C1=NC(=NC(=N1)N1CCOCC1)C1=CC=C(S1)CN(C)C 1-(5-(4-(1H-indazol-4-yl)-6-morpholino-1,3,5-triazin-2-yl)thiophen-2-yl)-N,N-dimethylmethylamine